tris[4'-methyl-4-(2-(5-pyrimidinyl)vinyl)-2,2'-bipyridine] iron (II) [Fe+2].CC1=CC(=NC=C1)C1=NC=CC(=C1)C=CC=1C=NC=NC1.CC1=CC(=NC=C1)C1=NC=CC(=C1)C=CC=1C=NC=NC1.CC1=CC(=NC=C1)C1=NC=CC(=C1)C=CC=1C=NC=NC1